4-(4-methoxybenzyl)-1-((4-(2-pyrrolidinoacetyl)piperazin-1-yl)methyl)-[1,2,4]triazolo[4,3-a]quinazolin-5(4H)-one COC1=CC=C(CN2C=3N(C4=CC=CC=C4C2=O)C(=NN3)CN3CCN(CC3)C(CN3CCCC3)=O)C=C1